1-(5-(Cis-2,2-dimethyl-3-(4-(trifluoromethyl)phenyl)cyclobutoxy)-1H-indol-3-yl)ethan-1-one CC1([C@H](C[C@H]1C1=CC=C(C=C1)C(F)(F)F)OC=1C=C2C(=CNC2=CC1)C(C)=O)C